FC1=C(C=CC(=C1)CNCC(C)F)C1=NN=CO1 5-(2-fluoro-4-((2-fluoropropylamino)methyl)phenyl)-1,3,4-oxadiazol